4-(6-((5-fluoro-4-(8-fluoro-4-(1-hydroxyethyl)quinolin-6-yl)pyrimidin-2-yl)amino)pyridin-3-yl)piperazine-1-carboxylate FC=1C(=NC(=NC1)NC1=CC=C(C=N1)N1CCN(CC1)C(=O)[O-])C=1C=C2C(=CC=NC2=C(C1)F)C(C)O